N-[3-(3-iodo-1-tetrahydropyran-2-yl-indazol-5-yl)oxybutyl]carbamate IC1=NN(C2=CC=C(C=C12)OC(CCNC([O-])=O)C)C1OCCCC1